BrC1=C(C=C(C=C1F)F)[C@@H]1C2=C(NC(=C1C(=O)OC)C)COC2=O Methyl (S)-4-(2-bromo-3,5-difluorophenyl)-2-methyl-5-oxo-1,4,5,7-tetrahydrofuro[3,4-b]pyridine-3-carboxylate